(1r,2'S,4S)-4-(3-chloroanilino)-2'-{(2R)-2-methyl-3-[(pyridin-4-yl)oxy]propyl}-2',3'-dihydrospiro[cyclohexane-1,1'-indene]-4-carboxylic acid ClC=1C=C(NC2(CCC3([C@H](CC4=CC=CC=C34)C[C@H](COC3=CC=NC=C3)C)CC2)C(=O)O)C=CC1